O=C([C@H](O)[C@@H](O)[C@@H](O)[C@H](O)C(=O)O)O.C(O)CN monoethanolamine galactarate